N-(3-(dimethylamino)propyl)-N,1-dimethyl-5-(4-(5-(trifluoromethyl)-1,2,4-oxadiazol-3-yl)pyridin-2-yl)-1H-pyrrolo[2,3-c]pyridine-2-carboxamide CN(CCCN(C(=O)C1=CC=2C(=CN=C(C2)C2=NC=CC(=C2)C2=NOC(=N2)C(F)(F)F)N1C)C)C